2-(2,6-difluorophenyl)-2-(4-(trifluoromethyl)pyridin-2-yl)acetonitrile FC1=C(C(=CC=C1)F)C(C#N)C1=NC=CC(=C1)C(F)(F)F